2-benzyl 1-tert-butyl 1-((3-(tert-butoxycarbonyl)-6-oxa-3-azabicyclo[3.1.0]hexan-2-yl)methyl)hydrazine-1,2-dicarboxylate C(C)(C)(C)OC(=O)N1C(C2OC2C1)CN(NC(=O)OCC1=CC=CC=C1)C(=O)OC(C)(C)C